4-bis(2-chloroethyl)amino-L-phenylalanine ClCCN(C1=CC=C(C[C@H](N)C(=O)O)C=C1)CCCl